N[C@H](C(=O)O)CCCCNC(=O)OCC#C (S)-2-amino-6-(((prop-2-yn-1-yloxy)carbonyl)amino)hexanoic acid